(R)-3-(2-benzyl-6-chloro-1,2,3,4-tetrahydroisoquinolin-8-yl)morpholine-4-carboxylic acid tert-butyl ester C(C)(C)(C)OC(=O)N1[C@@H](COCC1)C=1C=C(C=C2CCN(CC12)CC1=CC=CC=C1)Cl